C1[C@@H]([C@H]([C@@H]([C@H]([C@@H]1[NH3+])O[C@@H]2[C@@H]([C@H]([C@@H]([C@H](O2)COC(=O)N)O)[NH3+])O)O)O[C@@H]3[C@@H](C[C@@H]([C@H](O3)C[NH3+])O)[NH3+])[NH3+] The molecule is an organic cation obtained by protonation of the five amino groups of nebramycin 5'. It is an ammonium ion derivative and an organic cation. It derives from a tobramycin(5+). It is a conjugate acid of a nebramycin 5'.